Cl.CNCCOCCN1N=CC=C1C1=CC2=CC(N=C2C=C1)=O 5-[2-[2-[2-(methylamino)ethoxy]ethyl]pyrazol-3-yl]indol-2-one hydrochloride